N-(3-((8-(2H-tetrazol-5-yl)benzo[c][2,6]naphthyridin-5-yl)amino)propyl)-3-((3-chloro-4-(trifluoromethoxy)benzyl)amino)propanamide N=1NN=NC1C=1C=CC2=C(N=C(C3=CC=NC=C23)NCCCNC(CCNCC2=CC(=C(C=C2)OC(F)(F)F)Cl)=O)C1